ClC=1C=C2C=NN(C2=CC1N1CCNCC1)C=1C=NN(C1)C1CC1 4-(5-chloro-1-(1-cyclopropyl-1H-pyrazol-4-yl)-1H-indazol-6-yl)piperazin